CC=1N(C(=CC1)C)C1=NN2C(C=C(C=C2F)B2OC(C(O2)(C)C)(C)C)=N1 2-(2,5-dimethyl-1H-pyrrol-1-yl)-5-fluoro-7-(4,4,5,5-tetramethyl-1,3,2-dioxaborolan-2-yl)-[1,2,4]triazolo[1,5-a]pyridine